CC1=C(C=C(C#N)C=C1)C(F)(F)F 4-methyl-3-(trifluoromethyl)benzonitrile